3-(4-chlorophenyl)-1-phenyl-propane ClC1=CC=C(C=C1)CCCC1=CC=CC=C1